CC1=NC(=CC=2N1C=C(N2)N)C 5,7-dimethylimidazo[1,2-c]pyrimidin-2-amine